OC1C(OC2(C(NC(N2)=S)=O)C(C1O)O)CO 8,9,10-trihydroxy-7-hydroxymethyl-2-thioxo-6-oxa-1,3-diaza-spiro[4.5]decan-4-one